naphtho(2,1-a)fluoranthene C1=C2C=CC=3C(=CC4=CC=CC=5C6=CC=CC=C6C3C45)C2=CC=C1